FC(CCSC=1N=NC=CC1C(=O)NCCC(C)C)(C1=CC=C(C=C1)F)F 3-[[3,3-Difluoro-3-(4-fluorophenyl)-propyl]sulfanyl]-N-(3-methyl-butyl)-pyridazine-4-carboxylic acid amide